CCC(C=CCCCCCCCCC)=O tetradec-4-en-3-one